C(N)(=O)C=1C=C(C=CC1)N(C(=O)C12CC(C1)(C2)F)CC21CCC(CC2)(CC1)C1=NOC(=N1)C(C)(F)F N-(3-carbamoylphenyl)-N-((4-(5-(1,1-difluoroethyl)-1,2,4-oxadiazol-3-yl)bicyclo[2.2.2]octan-1-yl)methyl)-3-fluorobicyclo[1.1.1]pentane-1-carboxamide